2-(2-methoxyphenyl)-3H-imidazo[4,5-c]pyridine COC1=C(C=CC=C1)C1=NC2=C(C=NC=C2)N1